2-Cyano-N-(5-(2-(((1r,4r)-4-((2-fluoroethyl)(methyl)amino)cyclohexyl)amino)-8-isopropyl-7-oxo-7,8-dihydropteridin-6-yl)-6-methylpyridin-2-yl)benzenesulfonamide C(#N)C1=C(C=CC=C1)S(=O)(=O)NC1=NC(=C(C=C1)C1=NC=2C=NC(=NC2N(C1=O)C(C)C)NC1CCC(CC1)N(C)CCF)C